FS(=O)(=O)C(C(F)(F)F)(F)C(C(F)(Cl)Cl)(Cl)OC(C(Cl)(Cl)F)(C(C(F)(F)F)(S(=O)(=O)F)F)Cl fluorosulfonyl-tetrafluoroethyl-(trichloro fluoroethyl) ether